5-nitro-1-propyl-1H-pyrrolo[2,3-b]pyridine [N+](=O)([O-])C=1C=C2C(=NC1)N(C=C2)CCC